C1(CC1)C1=C(C(=NO1)C1=C(C=NC=C1Cl)Cl)COC12CCC(CC1)(CC2)COC=2N=C1N(C=CC=C1)C2 2-((4-((5-Cyclopropyl-3-(3,5-dichloropyridin-4-yl)isoxazol-4-yl)methoxy)bicyclo[2.2.2]octan-1-yl)methoxy)imidazo[1,2-a]pyridin